(1R,2R)-N-(8-amino-6-(4-(2-hydroxyethyl)pyridin-3-yl)-2,7-naphthyridin-3-yl)-2-(1-methyl-1H-pyrazol-4-yl)cyclopropanecarboxamide NC=1N=C(C=C2C=C(N=CC12)NC(=O)[C@H]1[C@@H](C1)C=1C=NN(C1)C)C=1C=NC=CC1CCO